OC1=C(C=CC=C1)C=1C=C2N3CCN(C[C@@H]3CNC2=NN1)C1NCCC[C@@H]1C=O 2-[(10S)-4-(2-hydroxyphenyl)-1,5,6,8,12-pentazatricyclo[8.4.0.02,7]tetradeca-2,4,6-trien-12-yl]-[(3S)-3-piperidyl]methanone